C(C)(C)(C)S(=O)(=O)C=1N=CC2=C(N1)C(CN(C2=O)CCC(=O)OC(C)(C)C)(C)C tert-butyl 3-(2-tert-butylsulfonyl-5-oxo-8,8-dimethyl-7,8-dihydropyrido[4,3-d]pyrimidin-6(5H)-yl)propanoate